ClC=1C(=CC=C2N=CC(=NC12)C=1C=NN(C1)CC(=O)N)OC1=CC2=C(N=C(N2)C)C=C1 2-[4-[8-chloro-7-[(2-methyl-3H-benzimidazol-5-yl)oxy]quinoxalin-2-yl]pyrazol-1-yl]acetamide